2-propyl-1,4-naphthalenediol C(CC)C1=C(C2=CC=CC=C2C(=C1)O)O